C12(C(CCC(C1(C)C)C2)C)C(CC2=CC(=C(C=C2)N2CCCCC2)[N+](=O)[O-])=O pinyl-2-(3-nitro-4-(piperidin-1-yl)phenyl)ethan-1-one